N-(pyridin-3-yl)quinazolin-4-amine N1=CC(=CC=C1)NC1=NC=NC2=CC=CC=C12